Bis(6-oxo-6-(pentadecan-7-yloxy)hexyl) 2-(((3-(dimethylamino)propoxy)carbonyl)oxy)succinate CN(CCCOC(=O)OC(C(=O)OCCCCCC(OC(CCCCCC)CCCCCCCC)=O)CC(=O)OCCCCCC(OC(CCCCCC)CCCCCCCC)=O)C